Cl[Si](Cl)(Cl)Cl tetrachloromonosilane